2-(2-benzo[d]thiazolylamino)-N-hexylacetamide S1C(=NC2=C1C=CC=C2)NCC(=O)NCCCCCC